BrC=1C=C(C(=O)NCC(OC)OC)C=C(C1)C 3-bromo-N-(2,2-dimethoxyethyl)-5-methylbenzamide